N(=NC(C#N)(C(C)C)C)C(C#N)(C(C)C)C azobis(2,3-dimethylbutyronitrile)